ClC1=NC2=C(N1C1=CC=NN1C)C=CC=C2 2-chloro-1-(1-methyl-1H-pyrazol-5-yl)-1H-benzo[d]imidazole